6-[3-[1-[[6-chloro-5-(trifluoromethyl)-1,3-benzoxazol-2-yl]-methyl-amino]ethyl]pyrazin-2-yl]pyridine-3-carbonitrile ClC1=CC2=C(N=C(O2)N(C(C)C=2C(=NC=CN2)C2=CC=C(C=N2)C#N)C)C=C1C(F)(F)F